FC(C1=CC=C(C=C1)C1(N)C(C=CC=C1)C)(F)F 1-(4-(trifluoromethyl)phenyl)toluidine